methyl 5-amino-4-(6-(4-(dimethoxymethyl)piperidin-1-yl)-1-oxoisoindolin-2-yl)-5-oxopentanoate NC(C(CCC(=O)OC)N1C(C2=CC(=CC=C2C1)N1CCC(CC1)C(OC)OC)=O)=O